O=C1NC(CCC1N1C(C2=CC=C(C=C2C1=O)NS(=O)(=O)C1=CC=CC=C1)=O)=O N-(2-(2,6-dioxo-piperidin-3-yl)-1,3-dioxoisoindolin-5-yl)benzene-sulfonamide